(1r,2r)-2-(3,4-difluorophenyl)-1-cyclopropylcarboxamide FC=1C=C(C=CC1F)[C@H]1[C@@H](C1)C(=O)N